CC1=NC=CC(=C1C)C=1NC2=CC=C(C=C2C1C(C)C)C1CCNCC1 2-(2,3-dimethylpyridin-4-yl)-3-isopropyl-5-(piperidin-4-yl)-1H-indole